ClC1=C(C=C(O)C=C1)O 4-Chlororesorcin